C(N)(O[C@H]1[C@H](CCC2=CC(=CC=C12)Cl)OC(N)=O)=O (1R,2S)-6-chloro-1,2,3,4-tetrahydronaphthalen-1,2-diyl dicarbamate